ClC=1C(=C(C=C(C1)OCOC)C#C[Si](C(C)C)(C(C)C)C(C)C)C1C(C1)C {2-[3-chloro-5-(methoxymethoxy)-2-(2-methylcyclopropyl)phenyl]ethynyl}triisopropylsilane